N[C@H]1CN(C[C@@H](C1)F)C(=O)C1=CC2=C(N(C(=N2)C=2N(C3=CC(=CC=C3C2)N2CCC3(CNC3=O)CC2)CC2CC2)C)C(=C1)OC 7-(2-{5-[(3R,5R)-3-amino-5-fluoropiperidine-1-carbonyl]-7-methoxy-1-methyl-1H-1,3-benzodiazol-2-yl}-1-(cyclopropylmethyl)-1H-indol-6-yl)-2,7-diazaspiro[3.5]nonan-1-one